F[C@@H]1[C@]2(CC[C@@H](C[C@@H]1OC1=CC=C(N=N1)C1=C(C=C(C=C1)N1C=NC=C1)O)N2)C 2-(6-(((1R,2R,3S,5S)-2-fluoro-1-methyl-8-azabicyclo[3.2.1]octan-3-yl)oxy)pyridazin-3-yl)-5-(1H-imidazol-1-yl)phenol